FCOC(=O)N([C@@H](CC1=CC=C(C=C1)OP(=O)(O)O)C(=O)O)CC1=CC=CC=C1 N-fluoromethoxycarbonyl-benzyl-phosphotyrosine